1-tert-Butyl-3-(3,4-dichloro-1H-indol-2-yl)pyrazolo[3,4-d]pyrimidin-4-amine C(C)(C)(C)N1N=C(C=2C1=NC=NC2N)C=2NC1=CC=CC(=C1C2Cl)Cl